NC1=C(C(=CC=C1)C)N 1,2-diamino-3-methylbenzene